Cl.FC12CC(C1)(C2)N 3-fluoro-bicyclo[1.1.1]pentan-1-amine hydrochloride